(E)-[(1S)-1-phenylethyl]azetidine C1(=CC=CC=C1)[C@H](C)N1CCC1